CN1N=C(C=C1C(=O)N[C@H](C)C1=NC(=NS1)C1=CC(=NC=C1)C(F)(F)F)C(F)(F)F 2-methyl-N-[(1R)-1-[3-[2-(trifluoromethyl)-4-pyridyl]-1,2,4-thiadiazol-5-yl]ethyl]-5-(trifluoromethyl)pyrazole-3-carboxamide